3-Butyl-8-(hydroxymethyl)-7-methoxy-2-(4-methoxybenzyl)-3-methyl-5-phenyl-2,3,4,5-tetrahydro-1,2,5-benzothiadiazepine 1,1-dioxide C(CCC)C1(N(S(C2=C(N(C1)C1=CC=CC=C1)C=C(C(=C2)CO)OC)(=O)=O)CC2=CC=C(C=C2)OC)C